F[C@@H](C=O)[C@@H](O)[C@H](O)[C@H](O)CO 2-fluoro-2-deoxy-D-glucose